3-(4,5-diaminopyridin-2-yl)-N-(4-phenethoxyphenyl)benzamide NC1=CC(=NC=C1N)C=1C=C(C(=O)NC2=CC=C(C=C2)OCCC2=CC=CC=C2)C=CC1